(S)-1-(10-chloro-2,3,4,4a,5,6-hexahydro-1H-benzo[b]pyrazino[1,2-d][1,4]oxazepin-9-yl)dihydropyrimidine-2,4(1H,3H)-dione ClC1=CC2=C(OCC[C@@H]3N2CCNC3)C=C1N1C(NC(CC1)=O)=O